NC1=NC=C(C=C1C(=O)NC1=CC=CC=C1)C1=CC2=C(C(=CC=C2C=C1)OC)NCC(=C)C#N 2-amino-5-{8-[(2-cyano-2-methylideneethyl)amino]-7-methoxynaphthalen-2-yl}-N-phenylpyridine-3-carboxamide